Dimethyl-homopiperazine CN1CCN(CCC1)C